ClC1=CC(=C(COC2=CC=CC(=N2)C2CCN(CC2)CC2=NC3=C(N2[C@@H]2COCC2)C=C(C=C3)C(=O)O)C=C1)F 2-[(4-{6-[(4-chloro-2-fluorobenzyl)oxy]pyridin-2-yl}piperidin-1-yl)methyl]-1-[(3S)-tetrahydrofuran-3-yl]-1H-benzimidazole-6-carboxylic acid